Ethyl N2-(tert-butoxycarbonyl)-N5-(2,4-dimethoxybenzyl)-N5-methyl-L-glutaminate C(C)(C)(C)OC(=O)N[C@@H](CCC(N(C)CC1=C(C=C(C=C1)OC)OC)=O)C(=O)OCC